C(=O)(O)C(CC=1C=C(CN(C(CC=2C=C(C=CC2)CC(C(=O)O)C2CNCC2)=O)CCOC2=CSC(=C2)CC(C2CNCC2)C(=O)O)C=CC1)C1CNCC1 3-(3-(2-((3-(2-carboxy-2-(pyrrolidin-3-yl)ethyl)benzyl)(2-((5-(2-carboxy-2-(pyrrolidin-3-yl)ethyl)thiophen-3-yl)oxy)ethyl)amino)-2-oxoethyl)phenyl)-2-(pyrrolidin-3-yl)propanoic acid